(6-Bromo-5-chloropyridin-2-yl)methanol BrC1=C(C=CC(=N1)CO)Cl